C(#C)C1=CC=C2C(=CC(OC2=C1)=O)COC(CCC(=O)O)=O 4-((7-ethynyl-2-oxo-2H-chromen-4-yl)methoxy)-4-oxobutanoic acid